NC1=C2N=CN(C2=NC=N1)[C@@H]1O[C@@H]([C@H](C1)O[Si](C)(C)C(C)(C)C)CO[Si](C)(C)C(C)(C)C 6-amino-9-{(2R,4S,5R)-4-(tert-Butyldimethylsilyloxy)-5-[(tert-Butyldimethylsilyloxy)methyl]tetrahydrofuran-2-yl}-9H-purine